C(C)(C)(C)OC(=O)N1CCC(=CC1)C1=CC=CC=2OCC(N(C21)C)C2=C(C=C(C=C2)Cl)F 4-(3-(4-chloro-2-fluorophenyl)-4-methyl-3,4-dihydro-2H-benzo[b][1,4]oxazin-5-yl)-3,6-dihydropyridine-1(2H)-formic acid tert-butyl ester